BrC=1C(=NC=C(C1)C)OCC(C(=O)OC)(C)C methyl 3-((3-bromo-5-methylpyridin-2-yl) oxy)-2,2-dimethylpropionate